1,2-diheptadecanoyLsn-glycero-3-phosphocholine C(CCCCCCCCCCCCCCCC)(=O)OC[C@@H](OC(CCCCCCCCCCCCCCCC)=O)COP(=O)([O-])OCC[N+](C)(C)C